(3-acetyl-4-pyridinyl)-2-(3,4-difluoro-2-methoxy-phenoxy)-5-fluoro-4-(trifluoromethyl)benzamide C(C)(=O)C=1C=NC=CC1C=1C(=C(C(=O)N)C=C(C1C(F)(F)F)F)OC1=C(C(=C(C=C1)F)F)OC